2-((3R,4S)-3-Fluoro-4-((5-(4-fluoro-1-isopropyl-2-methyl-1H-benzo[d]imidazol-6-yl)-4-methoxypyrrolo[2,1-f][1,2,4]triazin-2-yl)amino)piperidin-1-yl)ethan-1-ol F[C@@H]1CN(CC[C@@H]1NC1=NN2C(C(=N1)OC)=C(C=C2)C=2C=C(C1=C(N(C(=N1)C)C(C)C)C2)F)CCO